NC1=CC=C(C=C1)N1C(=NC2=C(C(=C(C(=C2C1=O)F)F)F)F)C 3-(4-aminophenyl)-5,6,7,8-tetrafluoro-2-methylquinazolin-4(3H)-one